BrC(C(=O)C1=CC=C(C=C1)C)(F)F 2-bromo-2,2-difluoro-1-(p-tolyl)ethan-1-one